N[C@@H]1CN(CCC1(F)F)C1=NC2=C(N1CC1=NC=C(C#N)C=C1)C=CC=C2C(F)(F)F (R)-6-((2-(3-amino-4,4-difluoropiperidin-1-yl)-4-(trifluoromethyl)-1H-benzo[d]imidazol-1-yl)methyl)nicotinonitrile